4,4'-bistriazinylamino-2,2'-disulfostilbene N1=NN=C(C=C1)NC1=CC(=C(C=C1)C=CC1=C(C=C(C=C1)NC1=NN=NC=C1)S(=O)(=O)O)S(=O)(=O)O